7-((2R,3R,4R,5S)-3,4-bis((tert-Butyldimethylsilyl)oxy)-5-((((3-methyl-5-phenylisoxazol-4-yl)methyl)thio)methyl)tetrahydrofuran-2-yl)-5-cyclohexyl-7H-pyrrolo[2,3-d]pyrimidin-4-amine [Si](C)(C)(C(C)(C)C)O[C@H]1[C@@H](O[C@@H]([C@H]1O[Si](C)(C)C(C)(C)C)CSCC=1C(=NOC1C1=CC=CC=C1)C)N1C=C(C2=C1N=CN=C2N)C2CCCCC2